O1C(=CC=C1)C=1C(=C(C=NC1C)C(=O)N)O 5-(2-furyl)-4-hydroxy-6-methyl-pyridine-3-carboxamide